CC1OCCC1S 2-methyl-tetrahydrofuran-3-thiol